1-(3-allyl-amyl-pyridine-2-yl)piperazine C(C=C)C(CCC=1C(=NC=CC1)N1CCNCC1)CC